3-(difluoromethyl)-1-methyl-N-(3',4',5'-trifluoro[1,1'-biphenyl]-2-yl)-1H-pyrazole-4-carboxamide FC(C1=NN(C=C1C(=O)NC1=C(C=CC=C1)C1=CC(=C(C(=C1)F)F)F)C)F